P(O)(O)OC(C(C(OP(O)O)(CCCCCCCCCCCCC)C1=CC=CC=C1)(C(OP(O)O)(CCCCCCCCCCCCC)C1=CC=CC=C1)C(OP(O)O)(CCCCCCCCCCCCC)C1=CC=CC=C1)(CCCCCCCCCCCCC)C1=CC=CC=C1 tetraphenyltetratridecylpentaerythritol tetraphosphite